hexaphenoxycyclotriphosphazene O(C1=CC=CC=C1)P1(=NP(=NP(=N1)(OC1=CC=CC=C1)OC1=CC=CC=C1)(OC1=CC=CC=C1)OC1=CC=CC=C1)OC1=CC=CC=C1